tetrakis-(acetonitrile) copper (I) hexafluorophosphate F[P-](F)(F)(F)(F)F.[Cu+].C(C)#N.C(C)#N.C(C)#N.C(C)#N